FC1=C2C(NC(C2=CC=C1)=O)OC (E)-4-fluoro-3-methoxy-2,3-dihydro-1H-isoindol-1-one